ClC=1C=C2C(=CC1)NC(C21CCN(CC1)CCOC=1C=NC(=C(C1)C(F)(F)F)N1CC(C1)(C)O)=O 5-chloro-1'-(2-{[6-(3-hydroxy-3-methylazetidin-1-yl)-5-(trifluoromethyl)pyridin-3-yl]oxy}ethyl)-1,2-dihydrospiro[indole-3,4'-piperidin]-2-one